(5-methoxy-3-methyl-2-oxo-1H-benzoimidazol-4-yl)piperidine-1-carboxylic acid tert-butyl ester C(C)(C)(C)OC(=O)N1C(CCCC1)C1=C(C=CC=2NC(N(C21)C)=O)OC